O=C1N(NC2=CC(=CC=C12)C1CCN(CC1)CC1=CC=NC=C1)C1C(NC(CC1)=O)=O 3-(3-oxo-6-(1-(pyridin-4-ylmethyl)piperidin-4-yl)-1,3-dihydro-2H-indazol-2-yl)piperidine-2,6-dione